[I-].C1(CCCCC1)C(=O)OC[N+]1(CCC=C(C1)C1=NSN=C1OCCCCCC)C 1-(((Cyclohexanecarbonyl)oxy)methyl)-5-(4-(hexyloxy)-1,2,5-thiadiazol-3-yl)-1-methyl-1,2,3,6-tetrahydropyridin-1-ium iodide